4-amino-2,2,6,6-tetramethylpiperidin NC1CC(NC(C1)(C)C)(C)C